C(C)C1=NN2C(C=C(C=C2)N2CC3(CC2)CCN(CC3)C(=O)N3CC(C3)O)=C1N(C=1SC(=C(N1)C1=CC=C(C=C1)F)C#N)C 2-((2-ethyl-5-(8-(3-hydroxyazetidine-1-carbonyl)-2,8-diazaspiro[4.5]decan-2-yl)pyrazolo[1,5-a]pyridin-3-yl)(methyl)amino)-4-(4-fluorophenyl)thiazole-5-carbonitrile